N1(CCNCC1)C1=NC(=NC(=N1)N1CCNCC1)N1CCNCC1 2,4,6-tri(piperazinyl)-1,3,5-triazine